3-[3-(2,6-Dimethyl-4-pyridyl)-5-(piperazin-1-ylmethyl)pyrazolo[1,5-a]pyrimidin-2-yl]benzonitrile trifluoroacetate FC(C(=O)O)(F)F.CC1=NC(=CC(=C1)C=1C(=NN2C1N=C(C=C2)CN2CCNCC2)C=2C=C(C#N)C=CC2)C